C1(=CC=CC=C1)C1(C2=CC=CC=C2N(C=2C=CC(=CC12)B(O)O)C1=CC=CC=C1)C1=CC=CC=C1 (9,9,10-triphenyl-9,10-dihydroacridin-2-yl)boronic acid